C(C)NS(=O)(=O)C1=CC=C(C=C1)NC([C@H](CC1=CC=CC=C1)NC(C1=CC=C(C=C1)F)=O)=O (S)-N-(1-(4-(N-ethylsulfamoyl)phenylamino)-1-oxo-3-phenylprop-2-yl)-4-fluorobenzamide